2-iodo-1-(2,2,2-trifluoroethyl)-1H-indol-4-amine hydrochloride Cl.IC=1N(C=2C=CC=C(C2C1)N)CC(F)(F)F